ClC1=NC=2N(C(NC(C2N1)=O)=O)CCCCC 8-chloro-3-pentyl-3,7-dihydro-1H-purin-2,6-dione